(S)-5-(3-hydroxypiperidin-1-yl)pyrazolo[1,5-a]pyrimidine-3-carboxylic acid O[C@@H]1CN(CCC1)C1=NC=2N(C=C1)N=CC2C(=O)O